C(#C)C1N(CCCC1)C(=O)OC1=CC=C(C=C1)C(F)(F)F (4-(trifluoromethyl)phenyl) ethynylpiperidine-1-carboxylate